4-bromo-5-(((3R,5R)-5-(4-(chloromethyl)phenyl)-1-methylpiperidin-3-yl)amino)-2-methylpyridazin-3(2H)-one BrC=1C(N(N=CC1N[C@H]1CN(C[C@H](C1)C1=CC=C(C=C1)CCl)C)C)=O